1-(3,6-dichloropyridazine-4-yl)-5-methyl-1H-pyrazole ClC=1N=NC(=CC1N1N=CC=C1C)Cl